P(=O)(OC(C)(C)C)(OC(C)(C)C)OCN1N=C(C(=C1C)C1=CC=C(C=C1)NC([C@H](C(C1CC1)C1CC1)NC(=O)C=1N(N=CC1)C(C)C)=O)C Ditert-butyl [4-[4-[[(2S)-3,3-dicyclopropyl-2-[(2-isopropylpyrazole-3-carbonyl)amino]propanoyl]amino]phenyl]-3,5-dimethyl-pyrazol-1-yl]methyl phosphate